1-(2,2-difluorobutyl)-3-(3-(2-fluorophenyl)-2-methylquinolin-6-yl)urea FC(CNC(=O)NC=1C=C2C=C(C(=NC2=CC1)C)C1=C(C=CC=C1)F)(CC)F